cyanonitrate [N+](=O)([O-])C#N